1-(oxiran-2-ylmethyl)-1H-indol O1C(C1)CN1C=CC2=CC=CC=C12